trans-1-(4-chlorostyryl)-4-methylbenzene ClC1=CC=C(/C=C/C2=CC=C(C=C2)C)C=C1